methyl (E)-2-chloro-6-((5-bromo-4-methylpyridin-3-yl)oxy)isonicotinate ClC=1C=C(C(=O)OC)C=C(N1)OC=1C=NC=C(C1C)Br